FCCCN1C[C@H](CC1)OC1=CC=C(C=C1)C1=C(CCCC2=C1C=CC(=C2)O)C=2C=C1CCCN(C1=CC2)C(=O)OC(C)(C)C tert-butyl 6-(5-{4-[(S)-1-(3-fluoro-propyl)-pyrrolidin-3-yloxy]-phenyl}-2-hydroxy-8,9-dihydro-7H-benzocyclohepten-6-yl)-3,4-dihydro-2H-quinoline-1-carboxylate